NC1CCC(CC1)NC1=NC(=NC=C1C=1C=NN(C1)C(C)O)NC1=CC(=C(C=C1)Cl)C (4-(4-((1s,4s)-4-aminocyclohexylamino)-2-(3-methyl-4-chlorophenyl-amino)pyrimidin-5-yl)-1H-pyrazol-1-yl)ethanol